BrC=1C=C(C=O)C=CC1O 3-Bromo-4-hydroxybenzaldehyde